FC(C1=CC=C(C=C1)C1=COC2(C1)CN(CC2)C(=O)OC(C)(C)C)(F)F tert-butyl 3-(4-(trifluoromethyl)phenyl)-1-oxa-7-azaspiro[4.4]non-2-ene-7-carboxylate